triethylene glycol bis[3-(3-tertiary butyl-4-hydroxy-5-methylphenyl) propionate] C(C)(C)(C)C=1C=C(C=C(C1O)C)CCC(=O)OCCOCCOCCOC(CCC1=CC(=C(C(=C1)C)O)C(C)(C)C)=O